NC1=NC(=CC(=N1)C=1C(=C(C#N)C=CC1)C)C=1N=NN(C1)CC=1C(N(C=CC1)C1CC1)=O 3-(2-amino-6-(1-((1-cyclopropyl-2-oxo-1,2-dihydropyridin-3-yl)methyl)-1H-1,2,3-triazol-4-yl)pyrimidin-4-yl)-2-methylbenzonitrile